3-amino-5-(2-chlorophenyl)thiophene-2-carboxylate NC1=C(SC(=C1)C1=C(C=CC=C1)Cl)C(=O)[O-]